tert-butyl 6-(3-cyano-4-hydroxy-8-methoxyquinolin-2-yl)-2,6-diazaspiro[3.4]octane-2-carboxylate C(#N)C=1C(=NC2=C(C=CC=C2C1O)OC)N1CC2(CN(C2)C(=O)OC(C)(C)C)CC1